COC=1C=C(CCC2=CC(=CC(=C2)OC)O)C=CC1 3',5-dimethoxy-3-hydroxybibenzyl